C(C1=CC=CC=C1)OC1=CC(=NC=C1)Br 4-(Benzyloxy)-2-bromopyridine